1-fluoro-3-pentene-1,5-sultone FC1CC=CCOS1(=O)=O